1,1-Difluoro-1-(2-fluoro-3-((R)-1-((7-methoxy-2-methyl-6-(((S)-4-(Methylsulfonyl)morpholin-2-yl)methoxy)quinazolin-4-yl)amino)ethoxy)phenyl)-2-methylpropan-2-ol FC(C(C)(O)C)(C1=C(C(=CC=C1)O[C@H](C)NC1=NC(=NC2=CC(=C(C=C12)OC[C@@H]1CN(CCO1)S(=O)(=O)C)OC)C)F)F